C(=C)N1C2=CC=CC=C2C=2C=CC=CC12 N-Vinyl-Carbazole